N1=NC=C(C=C1)C(C)=O 1-(pyridazin-4-yl)ethanone